ClC1=CC=C2C=C(NC2=C1)P(C=1NC2=CC(=CC=C2C1)Cl)C=1NC2=CC(=CC=C2C1)Cl tri(6-chloroindolyl)phosphine